ClC=1C=C(C=CC1F)C(C=1NC(=C(N1)I)S(=O)(=O)C)C1=CC(=C(C=C1)F)Cl 2-[bis(3-chloro-4-fluorophenyl)methyl]-4-iodo-5-methanesulfonyl-1H-imidazole